C(C)(=O)[O-].OCC[N+](C)(C)C hydroxyethyltrimethylammonium acetate salt